C(C)(C)(C)OC(=O)N1C(C(NCC1)=O)C 1-(tert-butoxycarbonyl)-2-methylpiperazine-3-one